2-(4-(2-fluoro-9-hydroxy-9-(trifluoromethyl)-9H-fluoren-4-yl)-1H-pyrazol-1-yl)-N'-(4-fluorophenyl)propanehydrazide FC1=CC=2C(C3=CC=CC=C3C2C(=C1)C=1C=NN(C1)C(C(=O)NNC1=CC=C(C=C1)F)C)(C(F)(F)F)O